3-(2,5-dichlorophenyl)-2-propenoic acid ClC1=C(C=C(C=C1)Cl)C=CC(=O)O